1-[fluoro(pyrrolidin-1-ium-1-ylidene)methyl]pyrrolidine hexafluorophosphate F[P-](F)(F)(F)(F)F.FC(N1CCCC1)=[N+]1CCCC1